tert-butyl 7-(((S)-1-((2S,4R)-4-hydroxy-2-(((S)-1-(4-(4-methylthiazol-5-yl)phenyl)ethyl)carbamoyl)pyrrolidin-1-yl)-3,3-dimethyl-1-oxobutan-2-yl)amino)-7-oxoheptanoate O[C@@H]1C[C@H](N(C1)C([C@H](C(C)(C)C)NC(CCCCCC(=O)OC(C)(C)C)=O)=O)C(N[C@@H](C)C1=CC=C(C=C1)C1=C(N=CS1)C)=O